1-Butyl-5-(diaminomethylene)-3-((1s,4s)-4-((4,4-dimethyl-2,5-dioxo-1-((2-(trimethylsilyl)ethoxy)methyl)pyrrolidin-3-yl)oxy)cyclohexyl)pyrimidine-2,4,6(1H,3H,5H)-trione C(CCC)N1C(N(C(C(C1=O)=C(N)N)=O)C1CCC(CC1)OC1C(N(C(C1(C)C)=O)COCC[Si](C)(C)C)=O)=O